2,3-bis(4-dimethylaminobenzoyl)cyclopentane CN(C1=CC=C(C(=O)C2CCCC2C(C2=CC=C(C=C2)N(C)C)=O)C=C1)C